O1CCC2=C1C(=CC=C2)NC2=C(C(NC=C2)=O)C(=O)NC2=CC=C(C=C2)N2CCN(CC2)C 4-((2,3-Dihydrobenzofuran-7-yl)amino)-N-(4-(4-methylpiperazin-1-yl)phenyl)-2-oxo-1,2-dihydropyridine-3-carboxamide